4,5-dicyano-N,N'-di-p-toluenesulfonyl-o-phenylenediamine C(#N)C1=CC(=C(C=C1C#N)NS(=O)(=O)C1=CC=C(C)C=C1)NS(=O)(=O)C1=CC=C(C)C=C1